C(=O)(OCC1C2=CC=CC=C2C2=CC=CC=C12)N[C@@H](CC=1C=C2C=CNC2=CC1)C(=O)O Fmoc-β-(1H-5-indolyl)alanine